1-((7-amino-2-(furan-2-yl)-[1,2,4]triazolo[1,5-a][1,3,5]triazin-5-yl)-L-prolyl)-N-(3-fluorophenyl)piperidin-4-carboxamide NC1=NC(=NC=2N1N=C(N2)C=2OC=CC2)N2[C@@H](CCC2)C(=O)N2CCC(CC2)C(=O)NC2=CC(=CC=C2)F